2-[3-(5-chloro-2,4-difluoro-phenyl)-1H-pyrazol-4-yl]-7-[1-(1H-imidazol-4-ylmethyl)triazol-4-yl]-1,5-naphthyridine ClC=1C(=CC(=C(C1)C1=NNC=C1C1=NC2=CC(=CN=C2C=C1)C=1N=NN(C1)CC=1N=CNC1)F)F